Sodium Oxaloacetate C(=O)(C(=O)O)CC(=O)[O-].[Na+]